5-[3-(1H-indol-5-yl)-1,2,4-oxadiazol-5-yl]-2-[(prop-2-en-1-yl)amino]benzonitrile N1C=CC2=CC(=CC=C12)C1=NOC(=N1)C=1C=CC(=C(C#N)C1)NCC=C